O1C(CCCC1)N1N=C(C=C1)C=O 1-(Tetrahydro-2H-pyran-2-yl)-1H-pyrazole-3-carbaldehyde